3-ethyl-5-methyl-1,4-diphenyl-1H-pyrazole C(C)C1=NN(C(=C1C1=CC=CC=C1)C)C1=CC=CC=C1